(1-methylcyclopropyl)-3-(5-methyl-1,3,4-oxadiazol-2-yl)-2-oxo-1H-benzimidazole-5-sulfonamide CC1(CC1)N1C(N(C2=C1C=CC(=C2)S(=O)(=O)N)C=2OC(=NN2)C)=O